(1R)-2-pinen-10-ol [C@H]12C(=CCC(C1(C)C)C2)CO